4-(6-(N-(1-Cyanocyclopropyl)sulfamoyl)-1-(5-(difluoromethyl)-1,3,4-thiadiazol-2-yl)-1H-indazol-4-yl)-N-methyl-N-(1-methylpiperidin-4-yl)piperazine-1-carboxamide C(#N)C1(CC1)NS(=O)(=O)C1=CC(=C2C=NN(C2=C1)C=1SC(=NN1)C(F)F)N1CCN(CC1)C(=O)N(C1CCN(CC1)C)C